NC1=C(C(=CC(=C1)Br)F)C(CCCC(F)(F)F)=O 1-(2-amino-4-bromo-6-fluoro-phenyl)-5,5,5-trifluoro-pentan-1-one